C(CCCCC)(=O)OOCCCC butyl peroxycaproate